C(C)[Si](CC)CC.C(C)[Si](CC)CC.[Te] tellurium bis(triethylsilicon)